methyl-nitroamine CN[N+](=O)[O-]